(S)-1-(4-(3-((1r,3R,5S,7S)-3,5-dimethyladamantan-1-yl)ureido)-3-fluorobenzoyl)-N-(3-(hydroxyamino)-3-oxopropyl)piperidine-3-carboxamide C[C@]12CC3(CC(C[C@@](C1)(C3)C)C2)NC(NC2=C(C=C(C(=O)N3C[C@H](CCC3)C(=O)NCCC(=O)NO)C=C2)F)=O